5-ethyl-3,7-dioxa-1-azabicyclo[3.3.0]octane C(C)C12COCN2COC1